(S)-2-((6-((4-cyano-2-fluorobenzyl)amino)-3,5-difluoro-3',6'-dihydro-[2,4'-bipyridin]-1'(2'H)-yl)methyl)-1-(oxetan-2-ylmethyl)-1H-benzo[d]imidazole-6-carboxylic acid C(#N)C1=CC(=C(CNC2=C(C=C(C(=N2)C=2CCN(CC2)CC2=NC3=C(N2C[C@H]2OCC2)C=C(C=C3)C(=O)O)F)F)C=C1)F